COC(=O)N[C@H](C(=O)N1[C@@H]([C@H]2C([C@H]2C1)(C)C)C(=O)OC)C(C)(C)C methyl (1R,2S,5S)-3-[(2S)-2-(methoxycarbonylamino)-3,3-dimethyl-butanoyl]-6,6-dimethyl-3-azabicyclo[3.1.0]hexane-2-carboxylate